(1S,3S)-3-((2-(5-(((4-(2-Methoxyethoxy)pyrimidin-2-yl)amino)methyl)-1-methyl-1H-pyrazol-4-yl)-4-methylpyrimidin-5-yl)oxy)cyclohexan COCCOC1=NC(=NC=C1)NCC1=C(C=NN1C)C1=NC=C(C(=N1)C)OC1CCCCC1